C(#N)C1=C(C=CC=C1)NC(=O)C=1SC=CC1 N-(2-cyanophenyl)thiophene-2-carboxamide